4-(2,3-dichlorophenyl)-2-(3-thienyl)imidazole tert-butyl-(E)-(2-((6-amino-5-((2-hydroxyphenyl)diazenyl)pyridin-2-yl)amino)-2-oxoethyl)carbamate C(C)(C)(C)N(C(O)=O)CC(=O)NC1=NC(=C(C=C1)\N=N\C1=C(C=CC=C1)O)N.ClC1=C(C=CC=C1Cl)C=1N=C(NC1)C1=CSC=C1